C(C)(C)N(P(OCCC#N)OCCCCC(NC(CCC(NCCOCCOCC#C)=O)(CCC(=O)NCCOCCOCC#C)CCC(NCCOCCOCC#C)=O)=O)C(C)C 2-cyanoethyl (11,16-dioxo-14,14-bis(3-oxo-3-((2-(2-(prop-2-yn-1-yloxy)ethoxy)ethyl)amino)propyl)-4,7-dioxa-10,15-diazaicos-1-yn-20-yl) diisopropylphosphoramidite